FC(C1=CC=C(C=C1)C1=NN=C(C2=CC=CC=C12)NC[C@]1([C@@H](COCC1)O)O)(F)F |r| racemic-cis-4-(((4-(4-(trifluoromethyl)phenyl)phthalazin-1-yl)amino)methyl)tetrahydro-2H-pyran-3,4-diol